(1R,2S)-2-(3-{[2-(2-hydroxy-2-methylpropyl)-5-methoxy-6-(morpholin-4-yl)pyrimidin-4-yl]amino}-1H-indazol-6-yl)-5'-methoxy-1'H-spiro[cyclopropan-1,3'-indol]-2'-one OC(CC1=NC(=C(C(=N1)NC1=NNC2=CC(=CC=C12)[C@@H]1C[C@@]12C(NC1=CC=C(C=C21)OC)=O)OC)N2CCOCC2)(C)C